(1-methyl-4-(4-(trifluoromethoxy)phenyl)-1H-pyrazolo[3,4-d]pyrimidin-6-yl)-5-nitrothiophene-2-carboxamide CN1N=CC=2C1=NC(=NC2C2=CC=C(C=C2)OC(F)(F)F)C2=C(SC(=C2)[N+](=O)[O-])C(=O)N